(2S)-2-amino-4-[2-fluoro-4-(trifluoromethyl)phenyl]-butanoic acid N[C@H](C(=O)O)CCC1=C(C=C(C=C1)C(F)(F)F)F